1-(4-(3-(6-methoxypyridin-3-yl)-1H-pyrrolo[2,3-b]pyridin-5-yl)benzyl)-4-methylpiperidin-4-ol COC1=CC=C(C=N1)C1=CNC2=NC=C(C=C21)C2=CC=C(CN1CCC(CC1)(O)C)C=C2